(S,E)-N-(1-((5-(2-((4-Cyanophenyl)amino)-4-(propylamino)pyrimidin-5-yl)pent-4-yn-1-yl)amino)-1-oxopropan-2-yl)-4-(dimethylamino)-N-methylbut-2-enamide C(#N)C1=CC=C(C=C1)NC1=NC=C(C(=N1)NCCC)C#CCCCNC([C@H](C)N(C(\C=C\CN(C)C)=O)C)=O